C12(CC(C1)C2)N(C(=O)C=2NC1=C(C=CC=C1C2)Cl)C2COCC2 N-[bicyclo[1.1.1]pentan-1-yl]-7-chloro-N-(oxolan-3-yl)-1H-indole-2-carboxamide